ClC1=C2C=3C=CC=CC3N3C2=C(C(=C1)Cl)C1=CC=CC=C13 1,3-dichloroindolo[3,2,1-jk]carbazole